(S)-2-azido-3-(4-(3-methylbut-2-en-1-yl)-1H-indol-3-yl)propionic acid N(=[N+]=[N-])[C@H](C(=O)O)CC1=CNC2=CC=CC(=C12)CC=C(C)C